Methyl 2-{1-[(2S)-butan-2-yl]-1H-pyrazol-4-yl}-5-[({1-[2-fluoro-4-(trifluoromethyl) phenyl]cyclopropyl}carbonyl) amino]benzoate C[C@@H](CC)N1N=CC(=C1)C1=C(C(=O)OC)C=C(C=C1)NC(=O)C1(CC1)C1=C(C=C(C=C1)C(F)(F)F)F